CC1=CC=2C=3N(C(=NC2C(=C1)C(C)NC1=C(C(=O)O)C=CC=C1)N1CCCCC1)C=NN3 2-((1-(9-methyl-5-(piperidin-1-yl)-[1,2,4]triazolo[4,3-c]quinazolin-7-yl)ethyl)amino)benzoic acid